COC1=C2C=CC(OC2=CC=C1C(=O)NC1=CC=C2C(=NN(C2=C1)CCCN1CCN(CC1)C)C)(C)C 5-methoxy-2,2-dimethyl-N-(3-methyl-1-(3-(4-methylpiperazin-1-yl)propyl)-1H-indazol-6-yl)-2H-chromen-6-carboxamide